NC1=C(C=CC(=C1)C)C(C)=O 1-(2-amino-4-methylphenyl)ethane-1-one